[Al].[Mg].[Ca] Calcium-Magnesium-Aluminum